octatriacontylaluminum C(CCCCCCCCCCCCCCCCCCCCCCCCCCCCCCCCCCCCC)[Al]